[C@H](C)(CC)N1C=C(C=CC1=O)C=1C=NC=C(C1)C=1C=C2CC(N(C2=CC1)C)=O (S)-5-(1'-(sec-butyl)-6'-oxo-1',6'-dihydro-[3,3'-bipyridin]-5-yl)-1-methylindolin-2-one